N1CCC(CC1)C1=CC=C(C=C1)C1=CC(=CC2=CC(=CC=C12)C1=CC=C(C=C1)C(F)(F)F)C(=O)O 4-[4-(piperidin-4-yl)phenyl]-7-[4-(trifluoromethyl)phenyl]-2-naphthoic acid